ClC1=CC=C(C=C1)C1=NC(=NC(=C1)N1CCN(CC1)S(=O)(=O)C)C=1C=NC=CC1 4-(4-chlorophenyl)-6-(4-(methylsulfonyl)piperazin-1-yl)-2-(pyridin-3-yl)pyrimidine